dibenzothiophene iodide [I-].C1=CC=CC=2SC3=C(C21)C=CC=C3